tetra-n-butylammonium lauroyl-sarcosinate C(CCCCCCCCCCC)(=O)N(C)CC(=O)[O-].C(CCC)[N+](CCCC)(CCCC)CCCC